(R)-7-((2-((tert-butyldimethylsilyl)oxy)ethyl)sulfonyl)-2-(2-fluoro-3-((S)-3-methoxy-2-methyl-3-oxopropyl)phenyl)-2,6,6-trimethylheptanoic acid [Si](C)(C)(C(C)(C)C)OCCS(=O)(=O)CC(CCC[C@](C(=O)O)(C)C1=C(C(=CC=C1)C[C@@H](C(=O)OC)C)F)(C)C